Cl.C1=2[C@H]3CCNC[C@H]3COC2C=CC=C1 (2S,7S)-9-Oxa-5-azatricyclo[8.4.0.02,7]tetradeca-1(10),11,13-triene hydrochloride